O=C1N=C(C=C2N1CCC1=CC(=CC=C21)OCC2=C(C#N)C=CC=C2)OCC2OCCC2 2-[4-Oxo-2-(tetrahydro-furan-2-ylmethoxy)-6,7-dihydro-4H-pyrimido[6,1-a]isoquinolin-9-yloxymethyl]-benzonitrile